2-benzyl-2-azaspiro[3.3]heptan-6-yl (2R,6S)-4-(5-methane-sulfonylpyrazin-2-yl)-2,6-dimethylpiperazine-1-carboxylate CS(=O)(=O)C=1N=CC(=NC1)N1C[C@H](N([C@H](C1)C)C(=O)OC1CC2(CN(C2)CC2=CC=CC=C2)C1)C